6-(3,4-diphenylisoquinolin-1-yl)-1-oxo-3-phenyl-1,2,3,4-tetrahydrophenanthridine 5-oxide C1(=CC=CC=C1)C=1N=C(C2=CC=CC=C2C1C1=CC=CC=C1)C1=[N+](C=2CC(CC(C2C2=CC=CC=C12)=O)C1=CC=CC=C1)[O-]